C(C=C)(=O)NCC=1C=C(C=CC1)C1=C(C=CC(=C1)Cl)[C@H](C(F)(F)F)OC1=CC(=NC(=N1)N)N1CCC2(C[C@H](NC2)C(=O)OCC)CC1 (S)-ethyl 8-(6-((R)-1-(3'-(acrylamidomethyl)-5-chloro-[1,1'-biphenyl]-2-yl)-2,2,2-trifluoroethoxy)-2-aminopyrimidin-4-yl)-2,8-diazaspiro[4.5]decane-3-carboxylate